Cl.CC12CCC(CC1)N2 (1s,4s)-1-methyl-7-azabicyclo[2.2.1]heptane hydrochloride